tert-butyl 4-((4-(2-morpholinoethoxy)phenyl)amino)-[1,4'-bipiperidine]-1'-carboxylate O1CCN(CC1)CCOC1=CC=C(C=C1)NC1CCN(CC1)C1CCN(CC1)C(=O)OC(C)(C)C